3-((R)-1-(thiazepan-3-yl)piperidin-3-yl)-1H-[1,2,3]triazolo[4,5-b]pyrazin S1NC(CCCC1)N1C[C@@H](CCC1)N1NNC2=NC=CN=C21